Cl.ClC1=C(C=CC(=C1)OC1=CC=CC=C1)C(=O)C1=CNC=2N=CN=C(C21)NC2CCNCC2 (2-chloro-4-phenoxyphenyl)(4-(piperidin-4-ylamino)-7H-pyrrolo[2,3-d]pyrimidin-5-yl)methanone hydrochloride